ClC=1C=C(C=C(C1)F)CN(C(CN1N=NC=C1)=O)C1=CC=C(C=C1)C=1N=CNC1 N-[(3-chloro-5-fluoro-phenyl)methyl]-N-[4-(1H-imidazol-4-yl)phenyl]-2-(triazol-1-yl)acetamide